morpholino-pyridine O1CCN(CC1)C1=NC=CC=C1